(4-(5-chloro-2-fluorobenzyl)piperazin-1-yl)-2-((4-methoxybenzyl)oxy)pyrido[3,4-b]pyrazine ClC=1C=CC(=C(CN2CCN(CC2)C2=C(N=C3C(=N2)C=NC=C3)OCC3=CC=C(C=C3)OC)C1)F